ClP(N(C)C)Cl dichloro(dimethylamino)phosphine